OC1=C(C(=O)OCCC2=CC=CC=C2)C=CC=C1 2-PHENYLETHYL 2-HYDROXYBENZOATE